C(C)(CC)C=1N=C2N(C(C1C#N)=O)C1=C(N2)C=CC=C1 2-(sec-butyl)-4-oxo-4,10-dihydrobenzo[4,5]imidazo[1,2-a]pyrimidine-3-carbonitrile